C1(CC1)NC(=O)C1=NC=C(C=C1)N1CCN(CC1)CC=1C=NC=2C=C(C(NC2C1)=O)CC N-cyclopropyl-5-(4-((7-ethyl-6-oxo-5,6-dihydro-1,5-naphthyridin-3-yl)methyl)piperazin-1-yl)pyridineamide